C(CCC(=O)O)(=O)O.[N+](=O)([O-])C1=C(C=CC=C1)N1C(=CC=C1)C=CC=NN\C(=N\[H])\N (E)-N-[1-(2-nitrophenyl)-1H-pyrrol-2-yl-allylideneamino]-guanidine succinate